C(C)(C)(C)OC(=O)N1CCN(CC1)C1=NC2=CC=C(C=C2C=C1Cl)C#C[Si](C)(C)C 4-[3-chloro-6-(2-trimethylsilylethynyl)-2-quinolinyl]piperazine-1-carboxylic acid tert-butyl ester